(2S,4S)-4-(tert-butyl-dimethyl-silanyloxymethyl)-4-hydroxy-pyrrolidine-1,2-dicarboxylic acid 2-benzyl ester 1-tert-butyl ester C(C)(C)(C)OC(=O)N1[C@@H](C[C@@](C1)(O)C(O[SiH2]C(C)(C)C)(C)C)C(=O)OCC1=CC=CC=C1